Cyanomethyl 4-(methylamino)benzoate hydrochloride Cl.CNC1=CC=C(C(=O)OCC#N)C=C1